C(#N)C1=NC2=CC(=CC(=C2N=C1C1=CC=NC=C1)[C@@H](C)NC1=C(C(=O)O)C=CC=C1)C (R)-2-((1-(2-cyano-7-methyl-3-(pyridin-4-yl)quinoxalin-5-yl)ethyl)amino)benzoic acid